O=C1NC(CCC1N1C(C2=CC=C(C=C2C1=O)NCCOCCC(=O)N)=O)=O 3-(2-((2-(2,6-dioxopiperidin-3-yl)-1,3-dioxoisoindol-5-yl)amino)ethoxy)propionamide